bis[3-(isopropyldimethoxysilyl)1,1,1,5,5,5-hexafluoro-2,4-pentanedione] platinum (II) [Pt+2].C(C)(C)[Si](C(C(C(F)(F)F)=O)C(C(F)(F)F)=O)(OC)OC.C(C)(C)[Si](C(C(C(F)(F)F)=O)C(C(F)(F)F)=O)(OC)OC